CNC(C1=NC=C(C=C1)N1C(N(C2=C1C=CC=C2)CC2CCC(CC2)NC(C2=C(C=CC(=C2)C(F)(F)F)C)=O)=O)=O N-methyl-5-(3-(((1r,4r)-4-(2-methyl-5-(trifluoromethyl)benzamido)cyclohexyl)methyl)-2-oxo-2,3-dihydro-1H-benzo[d]imidazol-1-yl)picolinamide